NC1=NC=CC(=C1)C1=C(C=2C(N(CC(C2N1)CC(F)F)C)=O)NC1=CC=CC=C1 2-(2-aminopyridin-4-yl)-3-anilino-7-(2,2-difluoroethyl)-5-methyl-1,5,6,7-tetrahydro-4H-pyrrolo[3,2-c]pyridin-4-one